ethyl 2-(3-(1-(2-(5-((4,6-difluoro-1H-indol-5-yl)oxy)-2-fluorophenyl)-1H-imidazol-5-yl)ethyl)-2-fluorophenyl)acetate FC1=C2C=CNC2=CC(=C1OC=1C=CC(=C(C1)C=1NC(=CN1)C(C)C=1C(=C(C=CC1)CC(=O)OCC)F)F)F